(S)-1-((S)-1-(2-((R)-1-Amino-2-((1,1,1-trifluoro-2-methylpropan-2-yl)oxy)ethyl)imidazo[1,2-b]pyridazin-7-yl)-2-methoxyethyl)-4-(trifluoromethyl)imidazolidin-2-one N[C@@H](COC(C(F)(F)F)(C)C)C=1N=C2N(N=CC(=C2)[C@@H](COC)N2C(N[C@@H](C2)C(F)(F)F)=O)C1